ClC1=CC=2C(C3=CC(=CC=C3C2C=C1)Cl)C 2,7-dichloro-9-methyl-9H-fluorene